C1(=CC=CC=C1)P([O-])(=O)C1=CC=CC=C1.C1(=CC=CC=C1)P([O-])(=O)C1=CC=CC=C1.[Zn+2].C(#C)C1C(NC2=CC=CC=C12)=O 3-ethynyl-indolinone zinc bis(diphenyl-phosphinate)